OC=1C(=CC2=CC=CC=C2C1N=NC1=C(C=C(C=C1)C)S(=O)(=O)O)C(=O)[O-] 3-hydroxy-4-[(4-methyl-2-sulfophenyl)azo]-2-naphthalenecarboxylate